ClC1=C(C=CC(=N1)C1=C(N=C2N1N=C(C(=C2)OC)C2CC2)C(C)(C)O)F 2-(3-(6-chloro-5-fluoropyridin-2-yl)-6-cyclopropyl-7-methoxyimidazo[1,2-b]pyridazin-2-yl)propan-2-ol